ClC1=CC=C(C=C1)CCOCC(=O)NC12CC(C1)(C2)NC(COC2=CC(=C(C=C2)Cl)Cl)=O 2-[2-(4-chlorophenyl)ethoxy]-N-{3-[2-(3,4-dichlorophenoxy)acetylamino]bicyclo-[1.1.1]pentan-1-yl}acetamide